CN(CCCN1N=CC(=C1)C1=CC=C2C(=N1)N(C=N2)C2=CC=C1CCN(C1=C2)S(=O)(=O)C)C N,N-dimethyl-3-(4-(3-(1-(methylsulfonyl)indolin-6-yl)-3H-imidazo[4,5-b]pyridin-5-yl)-1H-pyrazol-1-yl)propan-1-amine